C1(CC1)N1C(C(=CC=C1)NC(=O)C=1C(=CC=2N(C1)C=C(N2)[C@@]21CO[C@@](CC2)(C1)C)OC(C)C)=O N-(1-cyclopropyl-2-oxo-3-pyridyl)-7-isopropoxy-2-[(1S,4R)-1-methyl-2-oxabicyclo[2.2.1]heptan-4-yl]imidazo[1,2-a]pyridine-6-carboxamide